(S)-1-phenyl-1-benzyl-3-(quinoxalin-2-yl)propadiene C1(=CC=CC=C1)C(=C=CC1=NC2=CC=CC=C2N=C1)CC1=CC=CC=C1